((2',6-BIS(DIFLUOROMETHYL)-[2,4'-BIPYRIDIN]-5-YL)OXY)-2,4-DIMETHYLPENTAN-2-AMINE FC(C1=NC=CC(=C1)C1=NC(=C(C=C1)OCC(CC(C)C)(N)C)C(F)F)F